N=1C(=CN2C1C=CC=C2)N2C(C(N(CC2)C(=O)OC(C)(C)C)CC(=O)OC)=O tert-butyl 4-imidazo[1,2-a]pyridin-2-yl-2-(2-methoxy-2-oxo-ethyl)-3-oxo-piperazine-1-carboxylate